1-(5-((9-(3,3-Dimethylbutyl)-3,9-diazaspiro[5.5]undecan-3-yl)sulfonyl)pyridin-2-yl)pyrrolidin-2-one CC(CCN1CCC2(CCN(CC2)S(=O)(=O)C=2C=CC(=NC2)N2C(CCC2)=O)CC1)(C)C